FC1(CN(C1)CCC=1C(=NC(=NC1C)O)C)C 5-(2-(3-fluoro-3-methylazetidin-1-yl)ethyl)-4,6-dimethylpyrimidin-2-ol